FC(C(C(F)(F)F)C=C(C(=O)[O-])C)(F)F hexafluoro-i-propylmethacrylate